5-(2-fluoro-6-hydroxy-3-(1-(tetrahydro-2H-pyran-4-yl)-1H-pyrazol-4-yl)phenyl)-1,2,5-thiadiazolidin-3-one 1,1-dioxide FC1=C(C(=CC=C1C=1C=NN(C1)C1CCOCC1)O)N1CC(NS1(=O)=O)=O